N-((3-fluoropyridin-2-yl)methyl)-2-(2-((2-(1-(2-methoxyethyl)-6,7-dihydro-1H-[1,4]dioxino-[2',3':4,5]benzo[1,2-d]imidazol-2-yl)ethyl)amino)ethyl)oxazolo[4,5-c]pyridin-4-amine FC=1C(=NC=CC1)CNC1=NC=CC2=C1N=C(O2)CCNCCC2=NC1=C(N2CCOC)C=C2C(=C1)OCCO2